(R)-2-amino-1-(2-((4-(difluoromethoxy)phenyl)sulfonyl)-2,6-dihydropyrrolo[3,4-c]pyrazol-5(4H)-yl)-2-(3-fluorophenyl)ethan-1-one N[C@@H](C(=O)N1CC2=NN(C=C2C1)S(=O)(=O)C1=CC=C(C=C1)OC(F)F)C1=CC(=CC=C1)F